C(C)(C)(C)OC(NC1=CC=C(C=C1)C=1OC(=CC1)C=O)=O [4-(5-FORMYL-FURAN-2-YL)-PHENYL]-CARBAMIC ACID TERT-BUTYL ESTER